10-Hydroxy-10-((6-oxo-4-phenylpyrimidin-1(6H)-yl)methyl)-N-(pyridin-2-ylmethyl)-7-azaspiro[4.5]decane-7-carboxamide OC1(CCN(CC12CCCC2)C(=O)NCC2=NC=CC=C2)CN2C=NC(=CC2=O)C2=CC=CC=C2